(3-bromo-4-methyl-2-thienyl)methanol BrC1=C(SC=C1C)CO